bicyclo[2.2.1]Hept-5-ene-2-hexanoic acid methyl ester COC(CCCCCC1C2C=CC(C1)C2)=O